(3S)-3-amino-5-phenyl-1,3-dihydro-1,4-benzodiazepine-2-one N[C@@H]1C(NC2=C(C(=N1)C1=CC=CC=C1)C=CC=C2)=O